ClC1=C2C=C(N(C2=CC=C1)C(=O)OC(C)(C)C)CN1C(N(C=2N=C(N(C2C1=O)C)NC1=NC(=C(C=C1)Cl)CCC(=O)OC)C)=O tert-Butyl 4-chloro-2-((8-(5-chloro-6-(3-methoxy-3-oxopropyl)pyridin-2-ylamino)-3,7-dimethyl-2,6-dioxo-2,3,6,7-tetrahydro-1H-purin-1-yl)methyl)-1H-indole-1-carboxylate